C(C(O)C)(=O)OCC ethyl lactoate